azidothiovaleric acid N(=[N+]=[N-])C(C(=S)O)CCC